O(C1=CC=CC=C1)C1=C(NC2=CC=CC=C12)C1=NNC(=C1)NC(C1=CC=C(C=C1)NC1CCN(CC1)C)=O N-(3-(3-phenoxy-1H-indol-2-yl)-1H-pyrazol-5-yl)-4-((1-methylpiperidin-4-yl)amino)benzamide